COC(=O)C=1C(=NC=CC1)OC1=CC=C(C2=C1N=C(O2)N2CC1N(C(C2)C1)C(=O)OC(C)(C)C)C=1SC=CN1 tert-Butyl 3-(4-((3-(methoxycarbonyl)pyridin-2-yl)oxy)-7-(thiazol-2-yl)benzo[d]oxazol-2-yl)-3,6-diazabicyclo[3.1.1]heptane-6-carboxylate